O=C1N(CCC(N1COCC[Si](C)(C)C)=O)C1=C2C=NN(C2=CC=C1)[C@H]1CN(CC1)C(=O)OC(C)(C)C tert-butyl (R)-3-(4-(2,4-dioxo-3-((2-(trimethylsilyl)ethoxy)methyl)tetrahydropyrimidin-1(2H)-yl)-1H-indazol-1-yl)pyrrolidine-1-carboxylate